C(C)(C)(C)OC(=O)N1[C@@H](CC1)C(O)N1N=NC2=C1C=CC=C2 (S)-2-((1H-benzo[d][1,2,3]triazol-1-yl)(hydroxy)methyl)azetidine-1-carboxylic acid tert-butyl ester